COC1=CC(=C2CCN(C2=C1)CC(C)(C)C)N1CCC(CC1)COC1=NC=CC=C1 2-((1-(6-methoxy-1-neopentyl-indolin-4-yl)piperidin-4-yl)methoxy)pyridine